NC=1C(=NC=C(N1)N1CCC(CC1)(C)N)SC=1C(=C(C=CC1)S(=O)(=O)NC(C1=CC=CC=C1)=O)Cl N-((3-((3-amino-5-(4-amino-4-methylpiperidin-1-yl)pyrazin-2-yl)thio)-2-chlorophenyl)sulfonyl)benzamide